3-[5-(3-[[1,4-bipiperidin]-4-yl]propyl)-3-methyl-2-oxo-1,3-benzodiazol-1-yl]piperidine-2,6-dione hydrochloride Cl.N1(CCC(CC1)CCCC1=CC2=C(N(C(N2C)=O)C2C(NC(CC2)=O)=O)C=C1)C1CCNCC1